N=C1C(=NC=CC1)C1=NC=CC=C1.[B].[B] boron-boron azamethylenebipyridine